N-(2-((tert-butyldimethylsilyl)oxy)ethylidene)-2-methylpropane-2-sulfinamide [Si](C)(C)(C(C)(C)C)OCC=NS(=O)C(C)(C)C